N-[3-fluoro-4-[(3-fluoro-6,7-dimethoxy-4-quinolyl)oxy]phenyl]-1-(4-fluoro-2-methyl-phenyl)-2-oxo-6-(trifluoromethyl)pyridine-3-carboxamide FC=1C=C(C=CC1OC1=C(C=NC2=CC(=C(C=C12)OC)OC)F)NC(=O)C=1C(N(C(=CC1)C(F)(F)F)C1=C(C=C(C=C1)F)C)=O